4-(((1R,2S)-2-fluorocyclopropyl)amino)-1-(o-tolyl)-7-(trifluoromethyl)-quinazolin-2(1H)-one F[C@@H]1[C@@H](C1)NC1=NC(N(C2=CC(=CC=C12)C(F)(F)F)C1=C(C=CC=C1)C)=O